Zinc oxychloride O(Cl)Cl.[Zn]